C1(CCC1)S(=O)(=O)N1C[C@H](CCC1)C(=O)N1[C@H](CCC1)C(=O)NCC1=CC=C(C=C1)C(F)(F)F 1-(((3S)-1-(cyclobutylsulfonyl)-3-piperidinyl)carbonyl)-N-(4-(trifluoromethyl)benzyl)-D-prolinamide